7-chloro-6-fluoro-N-(1,1,1,3,3,3-hexafluoropropan-2-yl)-4-oxo-1-(2,4,6-trifluorophenyl)-1,4-dihydro-1,8-naphthyridine-3-carboxamide ClC1=C(C=C2C(C(=CN(C2=N1)C1=C(C=C(C=C1F)F)F)C(=O)NC(C(F)(F)F)C(F)(F)F)=O)F